2-amino-4-(benzo[d][1,3]dioxol-5-yl)-6-(3,4-dimethylphenyl)nicotinonitrile NC1=C(C#N)C(=CC(=N1)C1=CC(=C(C=C1)C)C)C1=CC2=C(OCO2)C=C1